bis(tert-butyl-peroxy)-diisopropylbenzene C(C)(C)(C)OOC1=C(C(=C(C=C1)C(C)C)C(C)C)OOC(C)(C)C